ethyl (3-hydroxy-4-methyl-5-(1-phenyl-1H-1,2,3-triazol-4-yl)picolinoyl)glycinate OC=1C(=NC=C(C1C)C=1N=NN(C1)C1=CC=CC=C1)C(=O)NCC(=O)OCC